C1(=C(C=CC=C1)P(OC)OC)C dimethyl (tolylphosphonite)